CN(CCOC=1C=C(C=C(C1)C(F)(F)F)NC(=O)C1=CSC=2CN(CCC21)C(=O)C2=CN=C1N2C=CC=C1)C N-(3-(2-(dimethylamino)ethoxy)-5-(trifluoromethyl)phenyl)-6-(imidazo[1,2-a]pyridine-3-carbonyl)-4,5,6,7-tetrahydrothieno[2,3-c]pyridine-3-carboxamide